(R)-pyrazolone N1=NC(C=C1)=O